N1N=CC2=CC(=CC=C12)NC1=NC(=NC2=CC=CC=C12)C=1C=C(OCC(=O)NC(C)C)C=CC1 2-[3-[4-(1H-indazol-5-ylamino)-2-quinazolinyl]phenoxy]-N-(1-methylethyl)-acetamide